(1R,3s,5S)-8-(5-(5-fluoro-2-methoxypyridin-4-yl)-1H-pyrazole-3-carbonyl)-N-((3R,6S)-6-(trifluoromethyl)tetrahydro-2H-pyran-3-yl)-8-azabicyclo[3.2.1]octane-3-carboxamide FC=1C(=CC(=NC1)OC)C1=CC(=NN1)C(=O)N1[C@H]2CC(C[C@@H]1CC2)C(=O)N[C@H]2CO[C@@H](CC2)C(F)(F)F